2-(3-(4-(1-(4-Methoxybenzyl)-4-(5-methyloxazol-2-yl)-2-oxo-2,3-dihydro-1H-benzo[b]azepin-8-yl)-1H-pyrazol-1-yl)oxetan-3-yl)acetonitrile COC1=CC=C(CN2C3=C(C=C(CC2=O)C=2OC(=CN2)C)C=CC(=C3)C=3C=NN(C3)C3(COC3)CC#N)C=C1